2-(3-amino-1H-pyrazol-1-yl)-N-methylacetamide NC1=NN(C=C1)CC(=O)NC